FC=1C=NN2C1C(=NC(=C2)C=2C=NN(C2)C)OC2(CC1(CN(C1)C(=O)OC(C)(C)C)C2)C tert-butyl 6-((3-fluoro-6-(1-methyl-1H-pyrazol-4-yl)pyrazolo[1,5-a]pyrazin-4-yl)oxy)-6-methyl-2-azaspiro[3.3]heptane-2-carboxylate